C(C1=CC=CC=C1)OC(=O)N[C@H](C(=O)OC)C[C@H]1CNCCC1 methyl (2S)-2-{[(benzyloxy) carbonyl]amino}-3-[(3S)-piperidin-3-yl]propanoate